O=C1NC(CCC1N1CC2=CC=C(C=C2C1=O)N1CCC(CC1)CN1CCN(CC1)C=1SC2=C(N1)C=C(C(=C2)C(=O)NC=2C=NN1C2N=CC=C1)OC(C)C)=O 2-(4-((1-(2-(2,6-dioxopiperidin-3-yl)-3-oxoisoindolin-5-yl)piperidin-4-yl)methyl)piperazin-1-yl)-5-isopropoxy-N-(pyrazolo[1,5-a]pyrimidin-3-yl)benzo[d]thiazole-6-carboxamide